N-(2-cyano-6-isopropylphenyl)-3-methyl-3-phenoxypyrrolidine-1-carboxamide C(#N)C1=C(C(=CC=C1)C(C)C)NC(=O)N1CC(CC1)(OC1=CC=CC=C1)C